Fmoc-L-glutamic acid 5-allyl ester C(C=C)OC(CC[C@H](NC(=O)OCC1C2=CC=CC=C2C2=CC=CC=C12)C(=O)O)=O